C(#N)C1=C(NC=2C(=C3C(N(C=NC3=CC2)[C@H]2COC3(C2)CCNCC3)=O)F)C(=CC=C1NS(N(C)CC)(=O)=O)F (3R)-3-[6-[2-cyano-3-[[ethyl(methyl)sulfamoyl]amino]-6-fluoro-anilino]-5-fluoro-4-oxo-quinazolin-3-yl]-1-oxa-8-azaspiro[4.5]decane